2-chloro-N-(5-(difluoromethyl)-6-(2H-1,2,3-triazol-2-yl)pyridin-3-yl)-8-methyl-8-(trifluoromethyl)-7,8-dihydro-6H-cyclopenta[e]pyrazolo[1,5-a]pyrimidine-6-carboxamide ClC1=NN2C(N=CC3=C2C(CC3C(=O)NC=3C=NC(=C(C3)C(F)F)N3N=CC=N3)(C(F)(F)F)C)=C1